N1N=CC(=C1)C1=NC=CC(=C1)OC1=C(C=C(C=C1)NC(=O)C=1C(N(C(N(C1)C(C)C)=O)C1=CC=C(C=C1)F)=O)F N-(4-((2-(1H-pyrazol-4-yl)pyridin-4-yl)oxy)-3-fluorophenyl)-3-(4-fluorophenyl)-1-isopropyl-2,4-dioxo-1,2,3,4-tetrahydropyrimidin-5-carboxamide